ClC1=CC(=C(CN2C(=NC3=C2C=C(C(=C3)F)F)N3C[C@H]([C@@H](CC3)F)N)C=C1)OC (3R,4R)-1-(1-(4-chloro-2-methoxybenzyl)-5,6-difluoro-1H-benzimidazol-2-yl)-4-fluoro-3-piperidinamine